(pyrazolo[1,5-a]pyridine-2-carbonyl)piperazin N1=C(C=C2N1C=CC=C2)C(=O)N2CCNCC2